C(CCC)N(C(C(O)C1=CC=CC=C1)C)CCCC 2-(dibutylamino)-1-phenyl-1-propanol